5-aminomethyl-piperidin-2-one NCC1CCC(NC1)=O